C(CCCCCCCCC)C1=CSC=C1CCCCCCCCCC 3,4-didecylthiophene